6-bromo-5-methoxypyrazolo[1,5-a]pyridine BrC=1C(=CC=2N(C1)N=CC2)OC